(1R,5R)-N-(7-ethoxy-4-(1-methyl-3-phenyl-1H-pyrazol-4-yl)quinazolin-6-yl)-3-oxabicyclo[3.1.0]hexane-1-carboxamide C(C)OC1=C(C=C2C(=NC=NC2=C1)C=1C(=NN(C1)C)C1=CC=CC=C1)NC(=O)[C@]12COC[C@@H]2C1